5-(2-Chlorophenyl)-3-((4-(dimethylamino)cyclohexyl)amino)-2,3,4,9-tetrahydro-1H-carbazole ClC1=C(C=CC=C1)C1=C2C=3CC(CCC3NC2=CC=C1)NC1CCC(CC1)N(C)C